phenyl N-(2-pyridylmethyl)carbamate N1=C(C=CC=C1)CNC(OC1=CC=CC=C1)=O